O=C1NC(CCC1N1C(C2=CC=C(C=C2C1=O)N([C@@H]1[C@@H](CCCC1)NCC(=O)O)C)=O)=O ((1R,2S)-2-((2-(2,6-dioxopiperidin-3-yl)-1,3-dioxoisoindolin-5-yl)(methyl)amino)cyclohexyl)glycine